4,6-di-tertiary butyl-m-cresol C(C)(C)(C)C=1C(=CC(=C(C1)C(C)(C)C)O)C